trimethoxy-(3,3,4,4,5,5,6,6,7,7,8,8,9,9,10,10,10-heptadecafluorodecyl)silane CO[Si](CCC(C(C(C(C(C(C(C(F)(F)F)(F)F)(F)F)(F)F)(F)F)(F)F)(F)F)(F)F)(OC)OC